3-(3,4-difluoro-2-methoxyphenyl)-N-(2-methoxypyridin-4-yl)-5-methyl-5-(trifluoromethyl)tetrahydrothiophene-2-d-2-carboxamide FC=1C(=C(C=CC1F)C1C(SC(C1)(C(F)(F)F)C)(C(=O)NC1=CC(=NC=C1)OC)[2H])OC